{4-[1-cyclopropyl-4-(trifluoromethyl)imidazol-2-yl]phenyl-methyl}-2-(4-cyclopropyl-6-methoxypyrimidin-5-yl)-6-[1-(piperidin-4-yl)pyrazol-4-yl]pyrido[2,3-d]pyrimidin-7-one C1(CC1)N1C(=NC(=C1)C(F)(F)F)C1=CC=C(C=C1)CC=1C=2C(N=C(N1)C=1C(=NC=NC1OC)C1CC1)=NC(C(C2)C=2C=NN(C2)C2CCNCC2)=O